CC1(CC=C(CC1)C(C)=O)C 1-(4,4-dimethylcyclohexen-1-yl)-ethanone